COC=1C(=CC2=C(C1)OCC1=C2N(N=C1C=O)C1=CSC=C1)C=1N=NC(N1)[Si](C)(C)C [7-methoxy-1-thiophen-3-yl-8-(5-trimethylsilanyl-5H-[1,2,4]triazol-3-yl)-1,4-dihydro-chromeno[4,3-c]pyrazol-3-yl]-methanone